methyl-1H-1,2,3-triazole-4-carboxamide CN1N=NC(=C1)C(=O)N